tert-butyl (2S)-2-(6-bromo-4-oxo-3,4-dihydrothieno[3,2-d]pyrimidin-2-yl)pyrrolidine-1-carboxylate BrC1=CC=2N=C(NC(C2S1)=O)[C@H]1N(CCC1)C(=O)OC(C)(C)C